BrC1=CC=C(C=C1)C1=NN2C(C=CC(=C2)C#N)=N1 2-(4-bromophenyl)-6-cyano-[1,2,4]triazolo[1,5-a]pyridine